N-(4-fluorophenyl)-6-(4H-1,2,4-triazol-4-yl)picolinamide FC1=CC=C(C=C1)NC(C1=NC(=CC=C1)N1C=NN=C1)=O